1-(3-cyanophenyl)-3-(isoquinolin-4-yl)-2-oxoimidazolidine-4-carbonitrile C(#N)C=1C=C(C=CC1)N1C(N(C(C1)C#N)C1=CN=CC2=CC=CC=C12)=O